di(oxetane-3-yl)methylphenyl-n-propyl-oxysilane O1CC(C1)C(C1COC1)[SiH](OCCC)C1=CC=CC=C1